4-(1-(2-(1H-pyrazol-1-yl)ethyl)-3-(4-chloro-3-fluorophenyl)-1H-pyrrolo[2,3-b]pyridine-6-carbonyl)-3,3-dimethylpiperazin-2-one N1(N=CC=C1)CCN1C=C(C=2C1=NC(=CC2)C(=O)N2C(C(NCC2)=O)(C)C)C2=CC(=C(C=C2)Cl)F